4,4,5,5-tetramethyl-2-(5-methylthiophen-2-yl)-1,3,2-dioxaborolan CC1(OB(OC1(C)C)C=1SC(=CC1)C)C